di(hexyloxy)phosphonoglycolic acid C(CCCCC)OOP(=O)(OOCCCCCC)OCC(=O)O